2,3,4,5-tetrafluoro-6-(methylthio)benzaldehyde FC1=C(C=O)C(=C(C(=C1F)F)F)SC